ClC1=CC=CC=2C=3C(CN(C3C=C(C21)F)C(N)=N)C 6-chloro-5-fluoro-1-methyl-1,2-dihydro-3H-benzo[e]indole-3-carboximidamide